FC(C(C=1N=CN(C1)COCC[Si](C)(C)C)NC1=C(C(=O)OC)C=CC(=N1)C(F)(F)F)F Methyl 2-((2,2-difluoro-1-(1-((2-(trimethylsilyl)ethoxy)methyl)-1H-imidazol-4-yl)ethyl)amino)-6-(trifluoromethyl)nicotinate